benzamide-13C [13C](C1=CC=CC=C1)(=O)N